FC(C(=O)N[C@H]1[C@H](OC(C)=O)O[C@@H]([C@@H]([C@@H]1OC(C)=O)OC(C)=O)COC(C)=O)(F)F 2-deoxy-2-trifluoroacetylamino-1,3,4,6-tetra-O-acetyl-β-D-galactopyranose